(2R)-N-[2-(1-benzylpiperidin-4-yl)ethyl]-4-(2,6-difluoropyridin-4-yl)-2-methylpiperazine-1-carboxamide C(C1=CC=CC=C1)N1CCC(CC1)CCNC(=O)N1[C@@H](CN(CC1)C1=CC(=NC(=C1)F)F)C